BrC=1N(\C(\N(C1)CCCNC(=O)OC(C)(C)C)=N\C(OC(C)(C)C)=O)C (E)-tert-butyl (4-bromo-1-(3-((tert-butoxycarbonyl)amino)propyl)-3-methyl-1H-imidazol-2(3H)-ylidene)carbamate